CN1CCN(C2(CC2)C1)CC1=C(C=C(N)C=C1)C(F)(F)F 4-((7-methyl-4,7-diazaspiro[2.5]OCTAN-4-yl)methyl)-3-(trifluoromethyl)aniline